5-methoxyphenyl-pentanoic acid COC=1C=CC=C(C1)C(C(=O)O)CCC